(2R,5R)-1-tert-butoxycarbonyl-5-fluoro-piperidine-2-carboxylic acid C(C)(C)(C)OC(=O)N1[C@H](CC[C@H](C1)F)C(=O)O